ClC=1C=C(C=CC1Cl)N1C2CN(CC1CC2)C(=O)C2=CC(NC1=CC=C(C=C21)C)=O 4-(8-(3,4-dichlorophenyl)-3,8-diazabicyclo[3.2.1]octane-3-carbonyl)-6-methylquinolin-2(1H)-one